FC(C=1C=C2CNC(C2=CC1)=O)(F)F 5-(trifluoromethyl)isoindolin-1-one